2,5-di(4'-carboxyphenyl)aniline C(=O)(O)C1=CC=C(C=C1)C1=C(N)C=C(C=C1)C1=CC=C(C=C1)C(=O)O